O=C1N(CC2=CC(=CC=C12)C1=NC=CC(=C1)C(F)(F)F)C1C(NC(CC1)=O)=O 3-(1-Oxo-5-(4-(trifluoromethyl)pyridin-2-yl)isoindolin-2-yl)piperidine-2,6-dione